C(=C([2H])[2H])C1=CC=C(C=O)C=C1 4-(vinyl-d2)benzaldehyde